6-fluoro-8-(methylthio)-2,3-dihydroimidazo[1',2':1,2]pyrido[4,3-d]pyrimidin-10-ol FC1=CN2C(C3=C1N=C(N=C3O)SC)=NCC2